C1(CC1)C(=O)NC1=CC(=C(N=N1)C(=O)NC([2H])([2H])[2H])NC1=C(C=2N(C=N1)C=CC2)OC 6-(Cyclopropanecarboxamido)-4-((4-methoxypyrrolo[1,2-c]pyrimidin-3-yl)amino)-N-(methyl-d3)pyridazine-3-carboxamide